C(CCCCCCCCCCCCCCCCC)N1C(=C(C(C2=C(C=C(C=C12)OC(=O)C(C)(C)C)OC(=O)C(C)(C)C)=O)OC(=O)C(C)(C)C)C1=CC(=C(C=C1)OC(=O)C(C)(C)C)OC N-octadecyl-2-(3-methoxy-4-(t-butylcarbonyloxy)-phenyl)-3,5,7-tri-(t-butylcarbonyloxy)-quinolin-4-one